CN(C=O)CC(C)C N-methyl-isobutyl-formamide